1-di-(2-ethylhexyl)amino-3-methylenehepta-4,6-diene C(C)C(CN(CCC(C=CC=C)=C)CC(CCCC)CC)CCCC